FC(C12CNCC2(C1)C(=O)NN)(F)F 5-(trifluoromethyl)-3-azabicyclo[3.1.0]hexane-1-carboxylic acid hydrazide